ClC1=CC=C(CN(C(=O)[C@H]2[C@@H](CCC2)S(=O)(=O)C2=CC=C(C)C=C2)[C@H]2C[C@H](CC2)C(F)F)C=C1 |o1:24,26| (1S,2R)-N-(4-chlorobenzyl)-N-((1R*,3S*)-3-(difluoromethyl)cyclopentyl)-2-tosylcyclopentane-1-carboxamide